(7R,14R)-11-(3-amino-5-hydroxy-5-methylhex-1-yn-1-yl)-1-(difluoromethoxy)-6-(methyl-d3)-6,7-dihydro-7,14-methanobenzo[f]benzo[4,5]imidazo[1,2-a][1,4]diazocin-5(14H)-one NC(C#CC1=CC2=C(N=C3N2[C@H]2C4=C(C(N([C@@H]3C2)C([2H])([2H])[2H])=O)C=CC=C4OC(F)F)C=C1)CC(C)(C)O